bispiperidinoaminium N1(CCCCC1)[NH2+]N1CCCCC1